tert-butyl 3-[4-(2,3-difluoroanilino)pyrido[3,4-d]pyrimidin-6-yl]azetidine-1-carboxylate FC1=C(NC=2C3=C(N=CN2)C=NC(=C3)C3CN(C3)C(=O)OC(C)(C)C)C=CC=C1F